C(C)(C)(C)OC1C(CC2N(CCC3=CC(=C(C=C23)OC)OC[C@H](C)O)C1)O 3-(tert-butoxy)-9-((S)-2-hydroxypropoxy)-10-methoxy-1,3,4,6,7,11b-hexahydro-2H-pyrido[2,1-a]isoquinolin-2-ol